C(#N)CC(O)C1=C(C=C(C=C1)C1(CCN(CC1)C(=O)OC(C)(C)C)F)OC tert-Butyl 4-[4-(2-cyano-1-hydroxy-ethyl)-3-methoxy-phenyl]-4-fluoro-piperidine-1-carboxylate